cis-3-aminoCyclobutanol N[C@H]1C[C@H](C1)O